NC1=C(C=C(OC2=CC(=NC=C2)C(=O)OC)C=C1)F methyl 4-(4-amino-3-fluorophenoxy)picolinate